COC1=CC=C2C=CN=C(C2=C1)NC1=CC=C(C=C1)S(=O)(=O)C 7-methoxy-N-(4-methylsulfonylphenyl)isoquinolin-1-amine